BrC1=C(C(=NC(=C1)C)N)C 4-bromo-3,6-dimethylpyridin-2-amine